C1(CCC1)C1C(N2CCOC3=C(SC(C(N1)=O)=C32)C=3C=NNC3)COC Racemic-10-cyclobutyl-9-(methoxymethyl)-3-(1H-pyrazol-4-yl)-5-oxa-2-thia-8,11-diazatricyclo[6.4.1.04,13]trideca-1(13),3-dien-12-one